C1=CC=CC=2C=CC3=C(OC4=C3C(=CC=C4)C4=C(N)C=CC=C4)C12 2-(naphtho[1,2-b]benzofuran-7-yl)aniline